FC=1C(NC(N([C@H]2C[C@H](O)[C@@H](CO)O2)C1)=O)=O L-5-Fluoro-2'-deoxyuridine